NC=1C=CC2=C(N(C(N2C)=O)C[C@@H]2CNC(O2)=O)C1 (S)-5-((6-amino-3-methyl-2-oxo-2,3-dihydro-1H-benzo[d]imidazol-1-yl)methyl)oxazolidin-2-one